2,2-dimethyl-3-(4-(4-(1-(pent-3-yl)-1H-pyrazol-4-yl)pyrazolo[1,5-a]pyrazin-6-yl)-1H-pyrazol-1-yl)propan-1-ol CC(CO)(CN1N=CC(=C1)C=1N=C(C=2N(C1)N=CC2)C=2C=NN(C2)C(CC)CC)C